C1(=CC=CC2=CC=CC=C12)N(C1=CC=C(C=C1)C1=CC=C(C=C1)N(C1=CC=CC=C1)C1=CC=CC2=CC=CC=C12)C1=CC=CC=C1 N,N'-bis-(1-naphthalenyl)-N,N'-bisphenyl-1,1'-biphenyl-4,4'-diamine